6-chloro-3-ethyl-N-[(4-chlorophenyl)methyl]-1-methyl-1H-pyrazolo[3,4-d]pyrimidin-4-amine ClC1=NC(=C2C(=N1)N(N=C2CC)C)NCC2=CC=C(C=C2)Cl